N-(3-(2'-fluoro-[1,1'-biphenyl]-4-yl)propyl)-1H-benzo[d]imidazole-4-carboxamide FC1=C(C=CC=C1)C1=CC=C(C=C1)CCCNC(=O)C1=CC=CC=2NC=NC21